Cl.N12C[C@H]([C@@H](CC1)C2)N (1R,3S,4S)-1-azabicyclo[2.2.1]heptan-3-amine hydrochloride